L-glucono-1,4-lactone C1([C@@H](O)[C@H](O)[C@H]([C@@H](O)CO)O1)=O